rac-8-Chloro-4-hydroxychromane-6-carbaldehyde ClC=1C=C(C=C2[C@@H](CCOC12)O)C=O |r|